FC1(CCN(CCC1)C1=C(C(=O)NC2=CC(=CC=C2)[S@@](=O)(=NC([C@@H](C)O)=O)C)C(=C(C=N1)C=1C=NN(C1)C)C)F 2-(4,4-difluoroazepan-1-yl)-N-(3-((R)-N-((R)-2-hydroxypropanoyl)-S-methylsulfonimidoyl)phenyl)-4-methyl-5-(1-methyl-1H-pyrazol-4-yl)nicotinamide